FC1=CC=C(C=C1)C[C@H]1CN(CCC1)C(=O)C=1C=C(C=NC1OC)C1=CC=2N(C=C1)N=C(N2)N 7-{5-[(3S)-3-[(4-fluorophenyl)methyl]piperidine-1-carbonyl]-6-methoxypyridin-3-yl}-[1,2,4]triazolo[1,5-a]pyridin-2-amine